CC1=NN(C(=C1)C)C=1C=CC(N(N1)C1CCN(CC1)C=1C2=C(N=CN1)C=NC=C2)=O 6-(3,5-dimethylpyrazol-1-yl)-2-(1-pyrido[3,4-d]pyrimidin-4-ylpiperidin-4-yl)pyridazin-3-one